(S)-6-{2-Amino-2-[2-(benzo[d]isoxazol-3-yl)phenyl]ethyl}-5-fluoro-N,N-dimethylpyridin-2-carboxamide hydrochloride Cl.N[C@@H](CC1=C(C=CC(=N1)C(=O)N(C)C)F)C1=C(C=CC=C1)C1=NOC2=C1C=CC=C2